((6-(tert-butoxy)hexyl)methylsilane-diyl)-bis((2-methyl-4-tert-butyl-phenylindenyl))Zirconium dichloride [Cl-].[Cl-].C(C)(C)(C)OCCCCCC[Si](C)=[Zr+2](C1C(=CC2=CC=CC=C12)C1=C(C=C(C=C1)C(C)(C)C)C)C1C(=CC2=CC=CC=C12)C1=C(C=C(C=C1)C(C)(C)C)C